ClCC1=C(C=C(N=N1)NC(OC(C)(C)C)=O)C tert-butyl (6-(chloromethyl)-5-methylpyridazin-3-yl)carbamate